Lithium 2-((4-fluorophenyl) amino)-4-((5-methyl-4-oxo-4,5-dihydrothieno[3,2-c]pyridin-3-yl) amino)pyrimidine-5-carboxylate FC1=CC=C(C=C1)NC1=NC=C(C(=N1)NC1=CSC2=C1C(N(C=C2)C)=O)C(=O)[O-].[Li+]